7-[dimethyl(oxo)-λ5-phosphoranyl]-3-(2-{[(1S,3S)-3-{[3,3-difluoro-4-(methylamino)butyl]amino}cyclopentyl]amino}-5-(trifluoromethyl)pyrimidin-4-yl)-1H-indole-6-carboxylic acid CP(C=1C(=CC=C2C(=CNC12)C1=NC(=NC=C1C(F)(F)F)N[C@@H]1C[C@H](CC1)NCCC(CNC)(F)F)C(=O)O)(=O)C